di(2-propenyl) sulfide C(C=C)SCC=C